(S)-1-(3-ethoxy-4-methoxyphenyl)-2-(methylsulfonyl)ethylamine N-acetyl-L-valine Salt C(C)(=O)N[C@@H](C(C)C)C(=O)O.C(C)OC=1C=C(C=CC1OC)[C@@H](CS(=O)(=O)C)N